3-[METHYL(PROP-2-YN-1-YL)AMINO]PROPANOIC ACID CN(CCC(=O)O)CC#C